3-(4-(trifluoromethyl)-1H-imidazol-2-yl)bicyclo[1.1.1]pentane-1-carboxylic acid methyl ester COC(=O)C12CC(C1)(C2)C=2NC=C(N2)C(F)(F)F